F[C@@H]1CN(C[C@H]1N1C(N(C=2C1=NC=CC2)C2=CC=C(C=C2)C2=CC=C(C=C2)C(=O)OC)=O)C(=O)OC(C)(C)C tert-Butyl (3R,4R)-3-fluoro-4-(1-(4'-(methoxycarbonyl)-[1,1'-biphenyl]-4-yl)-2-oxo-1,2-dihydro-3H-imidazo[4,5-b]pyridin-3-yl)pyrrolidine-1-carboxylate